N(=[N+]=[N-])C1=C(C=CC=C1)OCC(=C)C 1-azido-2-(2-methylallyloxy)benzene